tert-butyl (4aR,8aS)-2,3,4,4a,5,7,8,8a-octahydropyrido[4,3-b][1,4]oxazine-6-carboxylate O1[C@@H]2[C@H](NCC1)CN(CC2)C(=O)OC(C)(C)C